ClC1=CNC=2N=C(N=C(C21)N[C@H]2C1(CC1)CCN(C2)C(C=C)=O)NC=2C=NN(C2)CC (S)-1-(4-((5-chloro-2-((1-ethyl-1H-pyrazol-4-yl)amino)-7H-pyrrolo[2,3-d]pyrimidin-4-yl)amino)-6-azaspiro[2.5]oct-6-yl)prop-2-en-1-one